FC(OC1=CC(=CC=2N(C(=NC21)CN2CCC(CC2)C2=NC(=CC=C2)OCC2=NC=C(C=C2)C(F)(F)F)C)C(=O)O)F 4-(Difluoromethoxy)-1-methyl-2-((4-(6-((5-(trifluoromethyl)pyridin-2-yl)methoxy)pyridin-2-yl)piperidin-1-yl)methyl)-1H-benzo[d]imidazole-6-carboxylic acid